COC=1C=C(C=CC1OC)C=1NC2=CC=C(C=C2C1CC)C1CCN(CC1)CCNC 2-(4-(2-(3,4-dimethoxyphenyl)-3-ethyl-1H-indol-5-yl)piperidin-1-yl)-N-methylethylamine